FC=1C=CC2=C(CCO2)C1CNC1=NC=C(C=2N1C=C(N2)C#N)C=2C=NC(=CC2)CO 5-(((5-fluoro-2,3-dihydrobenzofuran-4-yl)methyl)amino)-8-(6-(hydroxymethyl)pyridin-3-yl)imidazo[1,2-c]pyrimidine-2-carbonitrile